2-(2,6-Dimethyl-4-((4-(4-(methylthio)phenyl)piperazin-1-yl)methyl)phenoxy)-2-methylpropanoic acid CC1=C(OC(C(=O)O)(C)C)C(=CC(=C1)CN1CCN(CC1)C1=CC=C(C=C1)SC)C